C[C@H](CC[C@H](CC(=O)[O-])C(=C)C)O The molecule is an optically active form of 6-hydroxy-3-isopropenylheptanoate having (3R,6R)-configuration. Product of the hydrolysis of (4R,7R)-4-isopropenyl-7-methyloxepan-2-one. It is a conjugate base of a (3R,6R)-6-hydroxy-3-isopropenylheptanoic acid.